METHYL 3-HYDROXYADAMANTANE-1-CARBOXYLATE OC12CC3(CC(CC(C1)C3)C2)C(=O)OC